2-(4-(((6-(cyclobutyl((6-(trifluoromethyl)pyridin-3-yl)methyl)amino)-5-fluoropyrimidin-4-yl)amino)methyl)-3-hydroxypiperidin-1-yl)acetamide C1(CCC1)N(C1=C(C(=NC=N1)NCC1C(CN(CC1)CC(=O)N)O)F)CC=1C=NC(=CC1)C(F)(F)F